6-((1H-pyrazol-1-yl)methyl)-5-cyclopropylbenzo[d]isoxazol-3-amine N1(N=CC=C1)CC1=CC2=C(C(=NO2)N)C=C1C1CC1